C1(CCC1)CN(C(OC(C)(C)C)=O)[C@H]1CN(CCC1)C=1N=NC(=CC1)C(C)N1N=C(N=N1)C=1C=NC=C(C1)OC tert-butyl (cyclobutylmethyl)((3R)-1-(6-(1-(5-(5-methoxypyridin-3-yl)-2H-tetrazol-2-yl)ethyl)pyridazin-3-yl)piperidin-3-yl)carbamate